C(C)(C)(C)[S@](=O)N=C1CC2(CC(C2)C(=O)O[C@@H](C)C2=CC=CC=C2)C1 (S)-1-phenylethyl 6-(((S)-tert-butylsulfinyl)imino)spiro[3.3]heptane-2-carboxylate